O=S1(CCC(CC1)NC1=C2C=C(N(C2=CC=C1)CC(F)(F)F)C#CCNC=1C=C(C#N)C=CC1OC)=O 3-[(3-{4-[(1,1-dioxo-1λ6-thian-4-yl)amino]-1-(2,2,2-trifluoroethyl)-1H-indol-2-yl}prop-2-yn-1-yl)amino]-4-methoxybenzonitrile